C(C1=CC=CC=C1)OC(=O)C1(CC(C1)CSC)C(C1=CC=C(C=C1)C)=O 1-(4-Methylbenzoyl)-3-((methylthio)methyl)cyclobutane-1-carboxylic acid benzyl ester